FC(C(=O)O)(F)F.C1(=C(C=CC=C1)C[C@H]1C[C@@H](NC1)C(=O)N[C@H](C(=O)NCC1=C(C=CC(=C1)Cl)N1N=NN=C1)C)C1=CC=CC=C1 (2R,4S)-4-([1,1'-biphenyl]-2-ylmethyl)-N-((S)-1-((5-chloro-2-(1H-tetrazol-1-yl)benzyl)amino)-1-oxopropan-2-yl)pyrrolidine-2-carboxamide trifluoroacetate